(1S,2S)-N-(2-(4,6-dimethoxypyrimidin-5-yl)-1H-pyrrolo[2,3-c]pyridin-5-yl)-2-fluorocyclopropane-1-carboxamide COC1=NC=NC(=C1C1=CC=2C(=CN=C(C2)NC(=O)[C@H]2[C@H](C2)F)N1)OC